trifluoromethyl-quinoline FC(F)(F)C1=NC2=CC=CC=C2C=C1